4,4'-diisocyanato-2,2',5,5'-tetra-methyl-1,1'-bi(cyclohexyl) N(=C=O)C1CC(C(CC1C)C1C(CC(C(C1)C)N=C=O)C)C